BrC(C=1C(=NC(=CN1)OC)C(=O)OC)Br methyl 3-(dibromomethyl)-6-methoxypyrazine-2-carboxylate